5-(pyrazolo[1,5-a]pyrimidin-5-yl)-7H-pyrrolo[2,3-d]pyrimidin-2-amine N1=CC=C2N1C=CC(=N2)C2=CNC=1N=C(N=CC12)N